methyl 3-acetamido-4-bromo-6-chloropyridinecarboxylate C(C)(=O)NC=1C(=NC(=CC1Br)Cl)C(=O)OC